ClC1=NC=CC=C1C1=NOC(=N1)C1=CC2=C(N(N=N2)C(C)C)C=C1 5-[3-(2-chloropyridin-3-yl)-1,2,4-oxadiazol-5-yl]-1-(propan-2-yl)-1H-1,2,3-benzotriazole